benzopyranoquinazoline N1=CN=CC2=CC=C3C(=C12)CC1=C(O3)C=CC=C1